C1N(CCC2=CC=CC=C12)C[C@H](CN1C(C2=CC=C(C=C2CC1)N1CCN(CC1)C1COC1)=O)O 2-[(2R)-3-(3,4-Dihydro-1H-isochinolin-2-yl)-2-hydroxy-propyl]-6-[4-(oxetan-3-yl)piperazin-1-yl]-3,4-dihydroisochinolin-1-on